5'-chloro-2'-{[(2-methanesulfonylethyl)amino]methyl}-7',8'-dihydro-6'H-spiro[cyclohexane-1,9'-furo[2,3-f]quinazoline]-7'-one ClC=1C=C2C(=C3C4(NC(NC13)=O)CCCCC4)OC(=C2)CNCCS(=O)(=O)C